C(C)(C)(C)OOC(=O)C1=CC(=CC=C1)C(=O)OOC(C)(C)C 1,3-di(t-butyldioxycarbonyl)benzene